((6-(trifluoromethyl)pyridin-3-yl)methyl)-1H-pyrazole-4-carbonitrile FC(C1=CC=C(C=N1)CN1N=CC(=C1)C#N)(F)F